COCCN1N=CC=C1COC1=CC=C(C=C1)C=1C=C(C(NC1C(F)(F)F)=O)C(=O)N 5-(4-((1-(2-Methoxyethyl)-1H-pyrazol-5-yl)methoxy)phenyl)-2-oxo-6-(trifluoromethyl)-1,2-dihydropyridine-3-carboxamide